FC=1C=C2CN(CC2=CC1)C=1OC2=C(C=C(C=C2C(C1)=O)C(F)(F)F)C(C)NC1=C(C(=O)O)C=CC=C1 2-[1-[2-(5-Fluoroisoindolin-2-yl)-4-oxo-6-(trifluoromethyl)chromen-8-yl]ethylamino]benzoic Acid